8-(3-methoxy-2,6-dimethylphenyl)-6,7-dimethylquinazolin-4-amine COC=1C(=C(C(=CC1)C)C=1C(=C(C=C2C(=NC=NC12)N)C)C)C